1-(2-guanidinoethyl)azocane tert-Butyl(6-ethynylpyridazin-3-yl)carbamate C(C)(C)(C)N(C(O)=O)C=1N=NC(=CC1)C#C.N(C(=N)N)CCN1CCCCCCC1